FC1=C(C=C(C=C1)N1N=CC2=CC(=CC=C12)C1=CC(=C(C=C1)O)C)O 4-(1-(4-Fluoro-3-hydroxyphenyl)-1H-indazol-5-yl)-2-methylphenol